Cl.N1(CC1)CCOC1=CC=C(C=C1)\C(=C(\CCCO)/C1=CC=CC=C1)\C1=CC=C(C=C1)Br (E)-5-(4-(2-(aziridin-1-yl)ethoxy)phenyl)-5-(4-bromophenyl)-4-phenylpent-4-en-1-ol Hydrochloride Salt